8-(6-((3S,4R)-4-(4-amino-5-chloro-2-methoxybenzamido)-3-methoxypiperidin-1-yl)-5-methylhexanamido)octanoic acid methyl ester COC(CCCCCCCNC(CCCC(CN1C[C@@H]([C@@H](CC1)NC(C1=C(C=C(C(=C1)Cl)N)OC)=O)OC)C)=O)=O